[Br-].FC=1C=C(C[Zn+])C=C(C1)F 3,5-difluorobenzyl-zinc bromide